C(C)(C)(C)C=1C=C(C=C(C1)C(C)(C)C)NC1=C(C=C(C(=O)OC)C=C1)[N+](=O)[O-] Methyl 4-[(3,5-di-tert-butylphenyl)amino]-3-nitrobenzoate